4-bromo-6-chloro-3-iodo-5-methyl-1H-indazole BrC1=C2C(=NNC2=CC(=C1C)Cl)I